8-acetyl-3,6-dimethyl-2-(2-oxa-8-azaspiro[3.5]nonan-8-yl)quinazolin-4-one C(C)(=O)C=1C=C(C=C2C(N(C(=NC12)N1CCCC2(COC2)C1)C)=O)C